5,10,15,20-tetra(4-aminophenyl)porphyrin tert-butyl-6-chloro-3-(3-(naphthalen-1-yloxy)propyl)-7-(1,3,5-trimethyl-1H-pyrazol-4-yl)-1H-indole-2-carboxylate C(C)(C)(C)N1C(=C(C2=CC=C(C(=C12)C=1C(=NN(C1C)C)C)Cl)CCCOC1=CC=CC2=CC=CC=C12)C(=O)O.NC1=CC=C(C=C1)C=1C2=CC=C(N2)C(=C2C=CC(C(=C3C=CC(=C(C=4C=CC1N4)C4=CC=C(C=C4)N)N3)C3=CC=C(C=C3)N)=N2)C2=CC=C(C=C2)N